P(O)(=S)(OP(=O)(O)OP(=O)(O)O)OC[C@@H]1[C@H](C[C@@H](O1)N1C=NC=2C(N)=NC=NC12)O 2'-deoxyadenosine 5'-O-(thio-triphosphate)